CC1=NNC=C1\C=C\1/C(NC2=CC=C(C=C12)C1=C(C2=C(OCCN2)N=C1)C)=O (Z)-3-((3-methyl-1H-pyrazol-4-yl)methylene)-5-(8-methyl-2,3-dihydro-1H-pyrido[2,3-b][1,4]oxazin-7-yl)indolin-2-one